C(C=C)(=O)OCCOC1=CC=C(C=C1)CC1=CC=C(C=C1)OCCOC(C=C)=O 1,1-bis(4-acryloyloxyethoxyphenyl)methane